N-(2-aminoethyl)-2,5-dimethylpiperazine NCCN1C(CNC(C1)C)C